1-[4-[3,5-difluoro-4-(trifluoromethyl)phenyl]-3-fluorophenyl]-4-(5-propyl-1,3-dioxan-2-yl)cyclohexanol FC=1C=C(C=C(C1C(F)(F)F)F)C1=C(C=C(C=C1)C1(CCC(CC1)C1OCC(CO1)CCC)O)F